[Si](C)(C)(C(C)(C)C)O[C@@H]1[C@H](CCCC1)NCC1=C(C=NS1)Cl (1S,2S)-2-((tert-butyldimethylsilyl)oxy)-N-((4-chloroisothiazol-5-yl)methyl)cyclohexan-1-amine